C(C)N(CCCNC(=O)C=1C=C2C(=NC1)N1C(S2)=NC(=C1)C1=C(C=C(C=C1)C(NC)=O)F)CC N-(3-(diethylamino)propyl)-2-(2-fluoro-4-(methylcarbamoyl)phenyl)imidazo[2',1':2,3]thiazolo[4,5-b]pyridine-7-carboxamide